ClCC/C(=C/C/C=C/C1=CC=CC=C1)/C (1E,4E)-7-Chloro-5-methyl-1-phenyl-1,4-heptadiene